CC1=CC=C(C=C1)S(=O)(=O)N(CC#C)CC=C(C)C 4-methyl-N-(3-methyl-2-butene-1-yl)-N-propargyl-benzenesulfonamide